C1(CC1)[C@@H](C)N(C(OC(C)(C)C)=O)C tert-butyl (R)-(1-cyclopropylethyl)(methyl)carbamate